7-bromo-1'-((5-(4-methoxyphenyl)-1,3,4-oxadiazol-2-yl)methyl)spiro[chromane-2,4'-piperidin]-4-one BrC1=CC=C2C(CC3(CCN(CC3)CC=3OC(=NN3)C3=CC=C(C=C3)OC)OC2=C1)=O